NC1=C(C=2C(=NC=C(C2S1)F)C=1C2=C(C=3C=NC(=NC3C1F)N1C[C@@H](CC1)N1C[C@@H]3[C@H](C1)COC3)COC2)C#N 2-Amino-7-fluoro-4-(5-fluoro-3-((R)-3-((3aR,6aS)-tetrahydro-1H-furo[3,4-c]pyrrol-5(3H)-yl)pyrrolidin-1-yl)-7,9-dihydrofuro[3,4-f]quinazolin-6-yl)thieno[3,2-c]pyridine-3-carbonitrile